(3-(((2-oxo-2H-chromen-7-yl)oxy)methyl)-3H-diazirin-3-yl)methyl-6-azidohexanoate O=C1OC2=CC(=CC=C2C=C1)OCC1(N=N1)COC(CCCCCN=[N+]=[N-])=O